C1(CC1)C=1C=NC=2N(C1)C=CN2 6-cyclopropylimidazo[1,2-a]pyrimidin